2-(3-(1-((trans-4-acetamidocyclohexyl)methyl)piperidin-4-yl)-1H-pyrrolo[2,3-c]pyridin-1-yl)-5-fluoro-N-isopropyl-N-methylbenzamide C(C)(=O)N[C@@H]1CC[C@H](CC1)CN1CCC(CC1)C1=CN(C2=CN=CC=C21)C2=C(C(=O)N(C)C(C)C)C=C(C=C2)F